CN1N=CC2=CC=C(C=C12)C=1C2=C(NN1)C1=C(C2)SC(=C1)C1=CC=C(C=C1)CN1CCN(CC1)C 3-(1-methyl-1H-indazol-6-yl)-6-(4-((4-methyl-piperazin-1-yl)methyl)phenyl)-1,4-dihydrothieno[2',3':4,5]cyclopenta[1,2-c]pyrazole